C[C@@H]1CCN2C(O1)=C(C(=N2)C=2C=NN(C2)C2CCOCC2)C(=O)OCC Ethyl (5R)-5-methyl-2-[1-(oxan-4-yl)pyrazol-4-yl]-6,7-dihydro-5H-pyrazolo[5,1-b][1,3]oxazine-3-carboxylate